6-chloro-4-fluoropyridine ClC1=CC(=CC=N1)F